The molecule is a butan-4-olide having a [1-(4-nitrophenylsulfonyl)oxy]ethyl group at the 3-position and two methyl substituents at the 5-position. It is a butan-4-olide, an arenesulfonate ester and a C-nitro compound. CC(C1CC(OC1=O)(C)C)OS(=O)(=O)C2=CC=C(C=C2)[N+](=O)[O-]